C[C@]12CC(C[C@](CC1)(N2)C)OC2=CC=C(N=N2)N2CC=1C=NC(=CC1C2=O)C2=C(N=C(S2)C)C 2-(6-(((1R,3s,5S)-1,5-dimethyl-8-azabicyclo[3.2.1]octan-3-yl)oxy)pyridazin-3-yl)-6-(2,4-dimethylthiazol-5-yl)-2,3-dihydro-1H-pyrrolo[3,4-c]pyridin-1-one